C(C1=CC=CC=C1)N1CCC(CC1)N1CC23C(C1=O)C(C(C=C2)O3)C(=O)O 3-(1-Benzyl-piperidin-4-yl)-4-oxo-10-oxa-3-aza-tricyclo[5.2.1.0*1,5*]dec-8-ene-6-carboxylic acid